P(=O)(OC1=CC=C(C=C1)C[C@H]1C(N([C@H]([C@@H]2N(N(CC(N21)=O)C)C(NCC2=CC=CC=C2)=O)C)CC=2C=CC=C1C=CC=NC21)=O)(O)O 4-({(6S,9S,9aS)-1-(benzylcarbamoyl)-2,9-dimethyl-4,7-dioxo-8-[(quinolin-8-yl)methyl] Octahydro-2H-pyrazino[2,1-c][1,2,4]triazin-6-yl}methyl)phenyl dihydrogen phosphate